8-bromopyrido[4,3-d]pyrimidin-4(3H)-one BrC1=CN=CC2=C1N=CNC2=O